((1r,4r)-4-(3-chloro-4-cyanophenoxy)cyclohexyl)-6-(4-(hydroxymethyl)piperidin-1-yl)pyridazine-3-carboxamide ClC=1C=C(OC2CCC(CC2)C2=C(N=NC(=C2)N2CCC(CC2)CO)C(=O)N)C=CC1C#N